COC1=CC=C(CN2C(C(CCC2=O)OS(=O)(=O)C(F)(F)F)=O)C=C1 1-(4-methoxybenzyl)-2,6-dioxopiperidin-3-yltrifluoromethanesulfonic acid